BENZOINDAZOLONE N1=NC(C2=CC=C3C(=C12)C=CC=C3)=O